ClC1=C(C2=C(C=3C=NC(=NC13)N1C[C@H](CC1)N(C)C)COC2)C2=NC=C(C1=C2C(=C(S1)NC(OC(C)(C)C)=O)C#N)F tert-Butyl (4-(5-chloro-3-((S)-3-(dimethylamino)pyrrolidin-1-yl)-7,9-dihydrofuro[3,4-f]quinazolin-6-yl)-3-cyano-7-fluorothieno[3,2-c]pyridin-2-yl)carbamate